dicyclohexyl[2',4',6'-tris(isopropyl)-2-biphenylyl]phosphine C1(CCCCC1)P(C1=C(C=CC=C1)C1=C(C=C(C=C1C(C)C)C(C)C)C(C)C)C1CCCCC1